Rac-(3S,4R)-3-fluoro-4-(2-ketoethyl)piperidine-1-carboxylic acid tert-butyl ester C(C)(C)(C)OC(=O)N1C[C@H]([C@H](CC1)CC=O)F |r|